OC[C@H](C1CCOCC1)NC(=O)C=1C2=CC=CC2=CC1 pentalene-4-carboxylic acid [(S)-2-hydroxy-1-(tetrahydro-pyran-4-yl)-ethyl]-amide